7-Bromo-3-(1-(2-phenylthiazol-4-yl)ethyl)chroman-4-ol BrC1=CC=C2C(C(COC2=C1)C(C)C=1N=C(SC1)C1=CC=CC=C1)O